(2-hydroxy ethyl)carbamate OCCNC([O-])=O